(2-chloro-6-(4-(trifluoromethoxy)phenoxy)isonicotinoyl)(pyridin-1-ium-1-yl)amide ClC=1C=C(C(=O)[N-][N+]2=CC=CC=C2)C=C(N1)OC1=CC=C(C=C1)OC(F)(F)F